7-[(3S)-3-aminopyrrolidin-1-yl]-1-cyclopropyl-6-fluoro-3-({[(3S)-1-(6-methylpyridin-3-yl)piperidin-3-yl][(2-methylpyridin-4-yl)methyl]amino}methyl)-1,4-dihydroquinolin-4-one N[C@@H]1CN(CC1)C1=C(C=C2C(C(=CN(C2=C1)C1CC1)CN(CC1=CC(=NC=C1)C)[C@@H]1CN(CCC1)C=1C=NC(=CC1)C)=O)F